COC=1C=C(C=C(C1)OC)CN1C(N(C2=C1C=CC(=C2)S(=O)(=O)NC2(CC2)C)C)=O 1-[(3,5-dimethoxyphenyl)methyl]-3-methyl-N-(1-methylcyclopropyl)-2-oxo-benzimidazole-5-sulfonamide